6-amino-2-cyclopropyl-5-(3-hydroxy-2,6-dimethyl-phenyl)-3-(trideuteromethyl)pyrrolo[2,3-b]pyrazine-7-carboxamide NC1=C(C=2C(=NC(=C(N2)C2CC2)C([2H])([2H])[2H])N1C1=C(C(=CC=C1C)O)C)C(=O)N